5-(4-Chlorophenyl)-N-[(3R)-1-methyl-3-piperidyl]imidazo[1,2-d][1,2,4]triazin-8-amine ClC1=CC=C(C=C1)C1=NN=C(C=2N1C=CN2)N[C@H]2CN(CCC2)C